FC=1C(=NC=CC1)C1=C(C(=O)OC)C(=CC(=C1)C)O Methyl 2-(3-fluoropyridin-2-yl)-6-hydroxy-4-methylbenzoate